COC1=C(C=CC=C1)NC1CCN(CC1)C(=O)OC(C)(C)C tert-Butyl 4-((2-methoxyphenyl)amino)piperidine-1-carboxylate